C(C)(C)(C)OC(=O)N1CC(C(C1)OS(=O)(=O)C(F)(F)F)(F)F 3,3-Difluoro-4-(trifluoromethylsulfonyloxy)pyrrolidine-1-carboxylic acid tert-butyl ester